C1(CC1)C1=CC(=NC=C1)C=1C=NC(=C(C1)S(=O)(=O)CC)C1=NC=2C(=NC=C(C2)C(C)=O)N1C 1-{2-[4-cyclopropyl-5'-(ethanesulfonyl)-[2,3'-bipyridin]-6'-yl]-3-methyl-3H-imidazo[4,5-b]pyridin-6-yl}ethan-1-one